diacetoxyethyl acetate C(C)(=O)OCC(OC(C)=O)OC(C)=O